1-(4-Fluoro-2-methylphenyl)-3-(6-oxo-1,6-dihydropyridin-3-yl)-6-(trifluoromethyl)-2,3-dihydroquinazolin-4(1H)-one FC1=CC(=C(C=C1)N1CN(C(C2=CC(=CC=C12)C(F)(F)F)=O)C1=CNC(C=C1)=O)C